O1CCN(CC1)C1=NC(=NC(=C1)OC)NC1=NC=NC2=CC(=C(C=C12)[N+](=O)[O-])OC N-(4-morpholino-6-methoxypyrimidin-2-yl)-7-methoxy-6-nitroquinazolin-4-amine